1-Ethyl-2-[[3-ethyl-5-(3-methyl-2(3H)-benzothiazolylidene)-4-oxo-2-thiazolidinylidene]methyl]-pyridinium C(C)[N+]1=C(C=CC=C1)C=C1SC(C(N1CC)=O)=C1SC2=C(N1C)C=CC=C2